7-bromo-4-chloro-6-methyl-pyrazolo[1,5-a]pyrazine-2-carboxylic acid ethyl ester C(C)OC(=O)C1=NN2C(C(=NC(=C2Br)C)Cl)=C1